C(C(=C)C)(=O)NC(CS(=O)(=O)O)CC 2-methacrylamidobutanesulfonic acid